N-(4-methanesulfonyl-2-nitrophenyl)glycine methyl ester COC(CNC1=C(C=C(C=C1)S(=O)(=O)C)[N+](=O)[O-])=O